(E)-1-(3-fluorophenyl)-2-hepten-1-one FC=1C=C(C=CC1)C(\C=C\CCCC)=O